NC1=C(N=C2N1C=CC=C2C2=C(C=CC=C2)OC)C(=O)NCCC 3-Amino-8-(2-methoxyphenyl)-N-propylimidazo[1,2-a]pyridine-2-carboxamide